2-phenylpyridine phosphorus salt [P].C1(=CC=CC=C1)C1=NC=CC=C1